C1(CC1)CNC1=C(C(=C2C(NC(=NC2=C1)CSC1CCOCC1)=O)F)F 7-((cyclopropylmethyl)amino)-5,6-difluoro-2-(((tetrahydro-2H-pyran-4-yl)thio)methyl)quinazolin-4(3H)-one